tert-Butyl (4S)-4-[3-[[6-[(6-tert-butyl-2-fluoro-pyridine-3-carbonyl)sulfamoyl]-2-pyridyl]amino]-3-(4-chloro-2-pyridyl)propyl]-2,2-dimethyl-pyrrolidine-1-carboxylate C(C)(C)(C)C1=CC=C(C(=N1)F)C(=O)NS(=O)(=O)C1=CC=CC(=N1)NC(CC[C@H]1CC(N(C1)C(=O)OC(C)(C)C)(C)C)C1=NC=CC(=C1)Cl